(6RS)-7-(4-bromo-3-chloro-benzoyl)-2-[4-(cyclopropoxy)phenyl]-6-methyl-3-oxo-N-[(1R)-1-phenylethyl]-6,8-dihydro-5H-imidazo[1,5-a]pyrazine-1-carboxamide BrC1=C(C=C(C(=O)N2CC=3N(C[C@H]2C)C(N(C3C(=O)N[C@H](C)C3=CC=CC=C3)C3=CC=C(C=C3)OC3CC3)=O)C=C1)Cl |&1:12|